tert-butyl (1S,4R,5S)-5-cyano-2-azabicyclo[2.2.1]heptane-2-carboxylate C(#N)[C@@H]1[C@@H]2CN([C@H](C1)C2)C(=O)OC(C)(C)C